1,3-Bis(2,4,6-trimethylphenyl)-4,5-dihydroimidazol CC1=C(C(=CC(=C1)C)C)N1CN(CC1)C1=C(C=C(C=C1C)C)C